BrC=1C=C(C=NC1)NC(=O)CCN(C(OC(C)(C)C)=O)C tert-butyl N-{2-[(5-bromopyridin-3-yl)carbamoyl]ethyl}-N-methylcarbamate